[Ta].[Sn] tin-tantalum